FC1(CC(C1)(O)C1=CC=2C(=NC(=CC2)C=2C=C3C(=NC2)N(N=N3)C)S1)F 3,3-difluoro-1-(6-(3-methyl-3H-[1,2,3]triazolo[4,5-b]pyridin-6-yl)thieno[2,3-b]pyridin-2-yl)cyclobutanol